C1=CC=CC=2C3=CC=CC=C3N(C12)C1=CC=C(C=C1)OBOC1=CC=C(C=C1)N1C2=CC=CC=C2C=2C=CC=CC12 bis(4-(9-carbazolyl)phenyl)boronic acid